ClC1=NN=C(C2=CC(=C(C=C12)OC)C(=O)OCC)C ethyl 1-chloro-7-methoxy-4-methylphthalazine-6-carboxylate